tert-butyl (N-(1-(4-(4-oxo-3,4-dihydrophthalazin-1-yl)phenyl) ethyl)sulfamoyl)carbamate O=C1NN=C(C2=CC=CC=C12)C1=CC=C(C=C1)C(C)NS(=O)(=O)NC(OC(C)(C)C)=O